ClC1=CC2=C(N=CN=C2NC2=CC(=C(C=C2)OC2=CC=3N(C=C2)N=CN3)F)C=N1 6-chloro-N-(3-fluoro-4-{[1,2,4]triazolo[1,5-a]pyridin-7-yloxy}phenyl)pyrido[3,4-d]pyrimidin-4-amine